C(C)(C)O[S@@](=O)C=1C=CC=C2C=CC=NC12 (R)-quinoline-8-sulfinic acid isopropyl ester